(E)-cyclooct-2-en-1-yl (2,5-dioxopyrrolidin-1-yl) carbonate C(OC1\C=C\CCCCC1)(ON1C(CCC1=O)=O)=O